CC(C)=CCC[C@@H](C)[C@H]1CC[C@H]2C=3CCC4CC(CC[C@]4(C)C3CC[C@]12C)=O cholest-8(9),24-dien-3-one